7-Methoxy-5-methyl-3-((4-oxo-4H-pyrido[1,2-a]pyrimidin-2-yl)methyl)-3,5-dihydro-4H-pyridazino[4,5-b]indol-4-one COC=1C=CC=2C3=C(N(C2C1)C)C(N(N=C3)CC=3N=C1N(C(C3)=O)C=CC=C1)=O